N6-[(2R)-2-amino-2-phenylethyl]-1-methyl-N4-[4-(trifluoromethyl)cyclohexyl]-1H-pyrazolo[3,4-d]pyrimidine-4,6-diamine N[C@@H](CNC1=NC(=C2C(=N1)N(N=C2)C)NC2CCC(CC2)C(F)(F)F)C2=CC=CC=C2